Triethyl(((4R)-1-methoxy-4-((3R,10S,13R)-3-methoxy-10,13-dimethylhexadecahydro-1H-cyclopenta[a]phenanthren-17-yl)pentyl)oxy)silane C(C)[Si](OC(CC[C@@H](C)C1CCC2C3CCC4C[C@@H](CC[C@@]4(C3CC[C@]12C)C)OC)OC)(CC)CC